C1(=CC=CC=C1)C1=NNC(=C1)O 3-phenyl-1H-pyrazol-5-ol